ClC1=NC=2N(C(=C1C1=C(C=C(C=C1F)F)F)N1CCC(CC1)C)N=CN2 5-chloro-7-(4-methylpiperidin-1-yl)-6-(2,4,6-trifluorophenyl)-[1,2,4]Triazolo[1,5-a]Pyrimidine